[(4,6-dichloropyridin-2-yl)amino]methylidene-2,2-dimethyl-1,3-dioxane-4,6-dione ClC1=CC(=NC(=C1)Cl)NC=C1C(OC(OC1=O)(C)C)=O